FC1=CC=C(C2=CC=CC=C12)C(S\C(=C(\C)/N(C=O)CC=1C(=NC(=NC1)C)N)\CCO)=O (Z)-S-(2-(N-((4-amino-2-methylpyrimidin-5-yl)methyl)formamido)-5-hydroxypent-2-en-3-yl) 4-fluoronaphthalene-1-carbothioate